C(C)(C)(C)C(O)C1N(CCN(C1)C1=NC=CC(=C1)C1=CN=C2N1N=C(C=C2)C(F)F)C tert-butyl-(4-(4-(6-(difluoromethyl)imidazo[1,2-b]pyridazin-3-yl)pyridin-2-yl)-1-methylpiperazin-2-yl)methanol